Methyl-triethyl-ammonium hydroxide [OH-].C[N+](CC)(CC)CC